cystamine, dihydrochloride Cl.Cl.NCCSSCCN